C(C)(C)(C)OC(=O)N1CCN(CC1)C1=CC=C(C=C1)NC(C1=CC=C(C=C1)Br)=O 4-[4-(4-Bromo-benzoylamino)-phenyl]-piperazine-1-carboxylic acid tert-butyl ester